3,4-dihydro-5-bromo-2H-pyran BrC=1CCCOC1